CC(CC(N1CCCC1)=O)(C)NCC(=O)N1[C@@H](C[C@@H](C1)F)C#N (2S,4S)-1-[2-(1,1-dimethyl-3-oxo-3-pyrrolidin-1-yl-propylamino)acetyl]-4-fluoro-pyrrolidine-2-carbonitrile